COC(=O)C=1C=C(C(=O)O)C=C(C1)[N+](=O)[O-] 3-(methoxycarbonyl)-5-nitrobenzoic acid